4-({3-Methoxy-4-[5-(methoxymethyl)-1,2,4-oxadiazol-3-yl]pyridin-2-yl}amino)-N-(2H3)methyl-6-[2-(oxetan-3-yl)acetamido]pyridazin-3-carboxamid COC=1C(=NC=CC1C1=NOC(=N1)COC)NC1=C(N=NC(=C1)NC(CC1COC1)=O)C(=O)NC([2H])([2H])[2H]